(R)-2-amino-3-(5-methyl-1H-indol-3-yl)propionic acid N[C@@H](C(=O)O)CC1=CNC2=CC=C(C=C12)C